ClC=1C(=NC(=NC1)NC=1C=NN(C1)C)C=1C=C(C=CC1F)NC(\C=C\CN(C)C)=O (E)-N-(3-(5-chloro-2-((1-methyl-1H-pyrazol-4-yl)amino)pyrimidin-4-yl)-4-fluorophenyl)-4-(dimethylamino)but-2-enamide